NC1=C2C(=NC=N1)N(N=C2C=2C=NC(=NC2)N)C(C)C=2OC1=CC=CC=C1C(C2C2=CC(=CC=C2)F)=O 2-(1-(4-amino-3-(2-aminopyrimidin-5-yl)-1H-pyrazolo[3,4-d]pyrimidin-1-yl)ethyl)-3-(3-fluorophenyl)-4H-chromen-4-one